C(C)(C)(C)OC(=O)NCCCN(C(OC(C)(C)C)=O)CCCC=O tert-butyl (3-((tert-butoxycarbonyl)amino)propyl)(4-oxobutyl)carbamate